FC1=C(C=CC=C1)C(CCC[C@@H](C)[C@H]1CC[C@H]2[C@@H]3CC=C4C[C@H](CC[C@]4(C)[C@H]3CC[C@]12C)O)O 24-[(2-fluorophenyl)(hydroxy)methyl]cholane-6(5)-en-3β-ol